2-(4-acetylpiperazinyl)-2-oxoethyl methyl (2E)-but-2-ene-1,4-dioate C(\C=C\C(=O)OC)(=O)OCC(=O)N1CCN(CC1)C(C)=O